6'-bromospiro[cyclopropane-1,3'-indolin]-2'-one BrC1=CC=C2C3(C(NC2=C1)=O)CC3